BrCCCCCCCC(=O)N(CCCCCO)CC 8-Bromo-N-ethyl-N-(5-hydroxypentyl)octanamide